Cl.NC1=C(C2=C(CNCC2)S1)C(=O)OCC ethyl 2-amino-4,5,6,7-tetrahydrothieno[2,3-c]pyridine-3-carboxylate hydrochloride